tert-Butyl 5-bromo-6-fluoro-1,2,3,4-tetrahydronaphthalen-1-yl(methyl)carbamate BrC1=C2CCCC(C2=CC=C1F)N(C(OC(C)(C)C)=O)C